[Ba].[Sr].[Ca] Calcium Strontium Barium